2-(3,7-dimethylocta-2,6-dien-1-yl)-4-(oxetan-3-yl)-5-pentylbenzene-1,3-diol CC(=CCC1=C(C=C(C(=C1O)C1COC1)CCCCC)O)CCC=C(C)C